methyl (5-carbamoylpyridin-3-yl)carbamate C(N)(=O)C=1C=C(C=NC1)NC(OC)=O